6,12-dibromo-2-(3-chloropropyl)-9-oxa-2,4,14-triazatricyclo[8.4.0.0^{3,8}]tetradeca-1(10),3(8),4,6,11,13-hexaene BrC=1C=NC=2N(C=3N=CC(=CC3OC2C1)Br)CCCCl